C(CC=C)NC1=NC=CC(=N1)C(=O)NC=1C=NC=CC1OCCC=C 2-(but-3-en-1-ylamino)-N-(4-(but-3-en-1-yloxy)pyridin-3-yl)pyrimidine-4-carboxamide